N-(6-((1H-pyrazol-1-yl)methyl)-4-methoxybenzo[d]isoxazol-3-yl)-4-hydroxy-7-methoxychroman-8-sulfonamide N1(N=CC=C1)CC1=CC2=C(C(=NO2)NS(=O)(=O)C=2C(=CC=C3C(CCOC23)O)OC)C(=C1)OC